CC=1C=C(CSC=2N(C(=NN2)CN2C3=CC=CC=C3C=3C=CC=CC23)C2=CC=CC=C2)C=CC1 9-((5-((3-methylbenzyl)thio)-4-phenyl-4H-1,2,4-triazol-3-yl)methyl)-9H-carbazole